1-(8-(1-acetylpyrrolidin-3-yl)-7-(4-(trifluorometh-yl)phenoxy)-3,4-dihydro-isoquinolin-2(1H)-yl)-3-(methylsulfonyl)propan-1-one C(C)(=O)N1CC(CC1)C=1C(=CC=C2CCN(CC12)C(CCS(=O)(=O)C)=O)OC1=CC=C(C=C1)C(F)(F)F